ClC=1C=C(C(=CC1)Cl)S(=O)(=O)NC1=CC=C(C=C1)S(NC1=C(C(=CC=C1)Cl)C)(=O)=O 3,6-dichloro-N-(4-(N-(3-chloro-2-methylphenyl)sulfamoyl)phenyl)benzenesulfonamide